4-amino-2-(trifluoromethyl)benzoic acid NC1=CC(=C(C(=O)O)C=C1)C(F)(F)F